CN(C(=O)N[C@@H](C(=O)OC(C)(C)C)CC1=CC=CC=C1)C(CNC(C(F)(F)F)=O)C1=CC=CC=C1 tert-butyl (2R)-2-({methyl[1-phenyl-2-(2,2,2-trifluoroacetamido)ethyl]carbamoyl}amino)-3-phenylpropionate